C(C1=CC=CC=C1)OC1=C(C(=NC(=C1)Cl)Cl)C#N 4-(benzyloxy)-2,6-dichloropyridine-3-carbonitrile